O(CCN)CCN Oxydiethanamine